BrC1=C(C(=C(C=C1)C=1N=NN(C1)[C@H]1[C@H]([C@H](O[C@@H]([C@@H]1OC)CN1N=NC(=C1)C1(CCCC1)O)CO)O)F)F (2R,3R,4S,5R,6R)-4-(4-(4-bromo-2,3-difluorophenyl)-1H-1,2,3-triazol-1-yl)-6-((4-(1-hydroxycyclopentyl)-1H-1,2,3-triazol-1-yl)methyl)-2-(hydroxymethyl)-5-methoxytetrahydro-2H-pyran-3-ol